1-(1H-imidazol-1-ylmethyl)-5-methyl-1,3-dihydro-2H-indol-2-one N1(C=NC=C1)CN1C(CC2=CC(=CC=C12)C)=O